FC1=C(C=C(C=C1)O)C(=O)N1CC2(C1)CC(C2)N2N=C(C=C2C2=C(C=CC=C2)C(F)(F)F)C(F)(F)F (2-fluoro-5-hydroxyphenyl)(6-{3-(trifluoromethyl)-5-[o-(trifluoromethyl)phenyl]-1-pyrazolyl}-2-aza-2-spiro[3.3]heptyl)methanone